ClC=1C=C2C(=NC(=NC2=C(C1C=1C(=CC=C2C=NN(C12)C1CC1)C)F)N1CC(C1)NC)N1C[C@H](N(C[C@@H]1C)C(C=C)=O)C 1-((2R,5S)-4-((S)-6-chloro-7-(1-cyclopropyl-6-methyl-1H-indazol-7-yl)-8-fluoro-2-(3-(methylamino)azetidin-1-yl)quinazolin-4-yl)-2,5-dimethylpiperazin-1-yl)prop-2-en-1-one